FC(C1=C(C=CC(=C1)B1OC(C(O1)(C)C)(C)C)NS(=O)(=O)C)(F)F N-[2-(trifluoromethyl)-4-(4,4,5,5-tetramethyl-1,3,2-dioxaborolan-2-yl)phenyl]methanesulfonamide